(2S)-1-[2-[(3R)-3-[[2-(trifluoromethyl)-6-quinolinyl]amino]pyrrolidin-1-yl]acetyl]pyrrolidine-2-carbonitrile FC(C1=NC2=CC=C(C=C2C=C1)N[C@H]1CN(CC1)CC(=O)N1[C@@H](CCC1)C#N)(F)F